8-(4-(methoxy)phenyl)-N-(3-(4-ethylpiperazin-1-yl)phenyl)quinazolin-2-amine COC1=CC=C(C=C1)C=1C=CC=C2C=NC(=NC12)NC1=CC(=CC=C1)N1CCN(CC1)CC